rac-(2R,5S)-tert-butyl 5-methyl-2-(6-((methylsulfonyl)oxy)spiro[3.3]heptan-2-yl)piperidine-1-carboxylate C[C@H]1CC[C@@H](N(C1)C(=O)OC(C)(C)C)C1CC2(C1)CC(C2)OS(=O)(=O)C |r|